diethylaminoethyl methacrylate C(C(=C)C)(=O)OCCN(CC)CC